ClC1=CN=CC(=N1)NC1CCCCCC1 6-Chloro-N-cycloheptylpyrazin-2-amine